(1S,9S,12R)-9-Methyl-12-prop-1-en-2-yl-5-propyl-8-oxatricyclo[7.3.1.02,7]trideca-2,4,6-trien-3-ol C[C@]12OC3=CC(=CC(=C3[C@H]([C@@H](CC1)C(=C)C)C2)O)CCC